FC1=CC(=C(C=C1)C=1N=NC(=C2C1SC=C2)C=2C=C1CCN(CC1=CC2)C(=O)OC(C)(C)C)OC tert-butyl 6-[7-(4-fluoro-2-methoxy-phenyl)thieno[2,3-d]pyridazin-4-yl]-3,4-dihydro-1H-isoquinoline-2-carboxylate